ClC=1C=C2C=C(NC2=CC1OCCC1CC1)CNC(=O)C1(CC1)C N-((5-chloro-6-(2-cyclopropylethoxy)-1H-indol-2-yl)methyl)-1-methylcyclopropane-1-carboxamide